C(N1N=C(C(=C1)C(=O)N)OC1COC1)([2H])([2H])[2H] (1-(methyl-d3)-3-(oxetan-3-yloxy)-1H-pyrazol-4-yl)carboxamide